4-chloro-N-(6-methoxy-2-pyridyl)-N-methyl-butyramide ClCCCC(=O)N(C)C1=NC(=CC=C1)OC